[C@@H]1([C@H](O)[C@H](O)[C@@H](O)[C@@H](O1)C)OC[C@@H]1[C@H]([C@H]([C@@H](O1)N1C(=O)NC(=O)C=C1)O)O 5'-O-alpha-L-rhamnosyluridine